C1(=CC=CC=C1)C1=C(C(=NN=N1)C=1C(=C(C=CC1)C=1C(=CC=CC1)C1=CC=CC=C1)C1=CC=CC=2SC3=C(C21)C=CC=C3)C3=C(C=CC=C3)C3=CC=CC=C3 [Phenyl(biphenylyl)triazinyl](Dibenzothiophenyl)terphenyl